ClC=1C(=C2CNC(C2=C(C1)NC1=NC=C(C=C1)N1CCC(CC1)O)=O)C1=C2C(=NC=C1)N(C=C2)C 5-chloro-7-[[5-(4-hydroxy-1-piperidyl)-2-pyridyl]amino]-4-(1-methylpyrrolo[2,3-b]pyridin-4-yl)isoindolin-1-one